FC1(CC2(CC(C2)CO)C1)F (6,6-difluorospiro[3.3]heptan-2-yl)methanol